1,3-Dimethyl-N-(1,1,3-trimethyl-2,3-dihydro-1H-inden-4-yl)-1H-pyrazole-4-carboxamide CN1N=C(C(=C1)C(=O)NC1=C2C(CC(C2=CC=C1)(C)C)C)C